[Cl-].[N+](=O)([O-])C1=C2C(N(C(C2=CC=C1)=O)C1CC[NH2+]CC1)=O 4-(4-nitro-1,3-dioxoisoindolin-2-yl)piperidin-1-ium chloride